C(C)C1OC(C(O1)=O)(C)C 2-ethyl-5,5-dimethyl-1,3-dioxolan-4-one